BrC1=CC=C(C=C1)C1NC2(NC1=O)CCN(CC2)C(=O)OC(C)(C)C tert-butyl 2-(4-bromophenyl)-3-oxo-1,4,8-triazaspiro[4.5]decane-8-carboxylate